N-(6-chloropyridin-3-yl)-6-(pyrimidin-4-ylmethoxy)isoquinolin-1-amine ClC1=CC=C(C=N1)NC1=NC=CC2=CC(=CC=C12)OCC1=NC=NC=C1